FC(COC1=CC=C(C=C1)OCC(F)(F)F)(F)F 2,5-bis(2,2,2-trifluoroethoxy)benzene